CC1=C(C(=C(C=C1)C)C)C 1,2,3,4-Tetramethylbenzene